C(C)(C)(C)OC(=O)N1CCN(CC1)C1=CC(=CC=C1)C1=C2C(=NC=C1)NC(C2(C)CC2=CC=CC=C2)=O 4-[3-(3-benzyl-3-methyl-2-oxo-1H-pyrrolo[2,3-b]pyridin-4-yl)phenyl]piperazine-1-carboxylic acid tert-butyl ester